N-(4-Chlorophenyl)-3-(2-(cyclopropylsulfonyl)-1,2,3,4-tetrahydroisoquinolin-6-yl)-1-methyl-1H-1,2,4-triazol-5-amine ClC1=CC=C(C=C1)NC1=NC(=NN1C)C=1C=C2CCN(CC2=CC1)S(=O)(=O)C1CC1